ClC1=C2C(N(C=NC2=CC=C1)CC=1C=NC=CC1)=O 5-chloro-3-(pyridin-3-ylmethyl)quinazolin-4(3H)-one